CC(C(C(=O)[O-])O)C(=O)[O-] 3-methyl-malate